N[C@H](C(=O)O)CC=1C=C(C=C(C1)CP(=O)(O)O)C1=C(C=CC=C1)Cl (αS)-α-amino-2'-chloro-5-(phosphonomethyl)-[1,1'-biphenyl]-3-propanoic acid